N(=[N+]=[N-])CC1=CC=C(C=C1)C(/C=C/C1=CC=C(C=C1)/C=C/C(=O)NOC1OCCCC1)=O (E)-3-[4-[(E)-3-[4-(Azidomethyl)phenyl]-3-oxoprop-1-enyl]phenyl]-N-(oxan-2-yloxy)prop-2-enamide